ClC1=NC2=CC=C(C=C2C(=C1)NCCC1=CC=C(C=C1)[N+](=O)[O-])OC 2-Chloro-6-methoxy-N-(4-nitrophenethyl)chinolin-4-amin